BrCC(CCCCCCCCCCCCCCCC)C 1-bromo-2-methyloctadecane